BrC=1C=C(C=2C(=NC(=NC2C1)C)N)NCC1=CC=C(C=C1)OC 7-bromo-N5-(4-methoxybenzyl)-2-methyl-quinazoline-4,5-diamine